ClC1=NN2C(C(=N1)N1[C@H](CCC1)CO)=CC=C2 (R)-(1-(2-chloropyrrolo[2,1-f][1,2,4]triazin-4-yl)pyrrolidin-2-yl)methanol